tert-Butyl (1R)-1-(hydroxymethyl)-6-azaspiro[2.5]octane-6-carboxylate OC[C@@H]1CC12CCN(CC2)C(=O)OC(C)(C)C